N-(cyclohexyl(p-tolyl)methyl)-2-oxo-6-(trifluoromethyl)-1,2-dihydropyridine-3-carboxamide C1(CCCCC1)C(NC(=O)C=1C(NC(=CC1)C(F)(F)F)=O)C1=CC=C(C=C1)C